Cl.C1N(CC12CNC2)CC2CCN(CC2)C2=CC=C1C(=NN(C1=C2)C)C2C(NC(CC2)=O)=O 3-(6-(4-((2,6-diazaspiro[3.3]heptan-2-yl)methyl)piperidin-1-yl)-1-methyl-1H-indazol-3-yl)piperidine-2,6-dione hydrochloride